N1C=NC(=C1)C(=O)N1CCN(CC1)C=1C=2N(C=C(C1)S(=O)(=O)NC1(CC1)C)C(=NC2)C=2SC(=NN2)C(F)F 8-(4-(1H-imidazole-4-carbonyl)piperazin-1-yl)-3-(5-(difluoromethyl)-1,3,4-thiadiazol-2-yl)-N-(1-methylcyclopropyl)imidazo[1,5-a]pyridine-6-sulfonamide